C(C)N(CCNC)CC N1,N1-diethyl-N2-methylethane-1,2-diamine